C(C)N1C=CC=2C1=NC=CC2N[C@H]2[C@@H](CC[C@H](C2)O)C ethyl-4-(((1R,2R,5R)-5-hydroxy-2-methylcyclohexyl)amino)-1H-pyrrolo[2,3-b]pyridine